C(#N)C1=C(C=NN1C1=CC=C(CC=2C(=C(C(=O)N)C=C(C2)F)OC)C=C1)[N+](=O)[O-] (4-(5-cyano-4-nitro-1H-pyrazol-1-yl)benzyl)-5-fluoro-2-methoxybenzamide